C1(=CC=CC2=CC=CC=C12)C(=O)C=1C(OC2=CC=CC=C2C1)=O 1-naphthoyl-coumarin